tri-menthyl silicate [Si](OC1CC(CCC1C(C)C)C)(OC1CC(CCC1C(C)C)C)(OC1CC(CCC1C(C)C)C)[O-]